FC1=C(C(=C(C(=C1P(C1=C(C(=C(C(=C1F)F)F)F)F)C1=C(C(=C(C(=C1F)F)F)F)F)F)F)F)F tris(pentafluorophenyl)-phosphine